OC(C1=CC=CC=C1)C(=O)C(C1=CC=CC=C1)O hydroxybenzylketone